CC1=NC2=CC=C(C=C2C=C1OS(=O)(=O)C(F)(F)F)C(=O)OC methyl 2-methyl-3-(((trifluoromethyl)sulfonyl)oxy)quinoline-6-carboxylate